C(CC(O)(C(=O)O)CC(=O)O)(=O)O.CC1=C(CNC=2C=3N(C=C(C2)NC(NCCC(=O)O)=O)C(=C(N3)C)C)C(=CC=C1)C 3-(3-(8-((2,6-dimethylbenzyl)amino)-2,3-dimethylimidazo[1,2-a]pyridin-6-yl)ureido)propionic acid citrate